C(#N)[C@H](CC1=CC=C(C=C1)C=1C=CC2=C(N(C(O2)=O)C)C1)NC(=O)[C@H]1OCC[C@@](CNC1)(C)O (2S,6R)-N-((S)-1-cyano-2-(4-(3-methyl-2-oxo-2,3-dihydrobenzo[d]oxazol-5-yl)phenyl)ethyl)-6-hydroxy-6-methyl-1,4-oxazocane-2-carboxamide